IC=1C=CC(=C(C1)N1C(N(C(CC1)=O)CNC([C@H](CC1=CC=CC=C1)NC(OCC1C2=CC=CC=C2C=2C=CC=CC12)=O)=O)=O)OC (9H-fluoren-9-yl)methyl (S)-(1-(((3-(5-iodo-2-methoxyphenyl)-2,6-dioxotetrahydropyrimidin-1(2H)-yl)methyl)amino)-1-oxo-3-phenylpropan-2-yl)carbamate